C(C)(C)[NH2+]C(C)C diisoprop-ylammonium